3-(3-(2-(4-(2,3-dichlorophenyl)piperazin-1-yl)ethyl)cyclobutyl)oxazolidin-2-one ClC1=C(C=CC=C1Cl)N1CCN(CC1)CCC1CC(C1)N1C(OCC1)=O